N-(4-ethoxyphenyl)-3-(1,2,3,4-tetrahydroquinoline-1-carbonyl)benzenesulfonamide C(C)OC1=CC=C(C=C1)NS(=O)(=O)C1=CC(=CC=C1)C(=O)N1CCCC2=CC=CC=C12